6-((S)-1,2-Dihydroxyethyl)-4-[4-(3-trifluoromethoxy-phenoxy)phenyl]-pyridine-2-carboxylic acid amide O[C@H](CO)C1=CC(=CC(=N1)C(=O)N)C1=CC=C(C=C1)OC1=CC(=CC=C1)OC(F)(F)F